N(N)C1=NC(=CC(=N1)C#N)NC1=CC(=CC=C1)Cl 2-hydrazino-6-[(3-chlorophenyl)amino]pyrimidine-4-carbonitrile